1-(6-(2-chloro-3-(2-(3-methoxy-4-((methylamino)methyl)phenyl)-3-methylpyridin-4-yl)phenyl)-2-methoxypyridin-3-yl)-N-methylmethanamine ClC1=C(C=CC=C1C1=C(C(=NC=C1)C1=CC(=C(C=C1)CNC)OC)C)C1=CC=C(C(=N1)OC)CNC